6-(3-(5-((R)-3-Hydroxy-1-methyl-2-oxopyrrolidin-3-yl)isoxazol-3-yl)phenyl)-4-(((S)-tetrahydrofuran-3-yl)amino)picolinamide O[C@@]1(C(N(CC1)C)=O)C1=CC(=NO1)C=1C=C(C=CC1)C1=CC(=CC(=N1)C(=O)N)N[C@@H]1COCC1